tert-butyl N-[(6S)-1'-(7-bromo-6-methyl-pyrazolo[1,5-a]pyrazin-4-yl)-2-methyl-spiro[4,6-dihydrocyclopenta[d]thiazole-5,4'-piperidine]-6-yl]carbamate BrC1=C(N=C(C=2N1N=CC2)N2CCC1(CC2)[C@@H](C2=C(N=C(S2)C)C1)NC(OC(C)(C)C)=O)C